(4-(2-hydroxyethyl)phenyl)boric acid OCCC1=CC=C(C=C1)OB(O)O